5-((3-chloro-1-(4-fluoro-2-((R)-1-((4-methoxybenzyl)oxy)ethyl)phenyl)-1H-pyrazol-5-yl)(hydroxy)methyl)-1-methyl-1H-pyrazole-3-carbonitrile ClC1=NN(C(=C1)C(C1=CC(=NN1C)C#N)O)C1=C(C=C(C=C1)F)[C@@H](C)OCC1=CC=C(C=C1)OC